cyclohexyl naphthalate C1(=CC=CC2=CC=CC=C12)C(=O)OC1CCCCC1